C(C)(C)(C)OC1=NC=C(C(=N1)OC(C)(C)C)C=1C=C2C(=NN1)N(N=C2O[C@@H](C)C2=NC=CC=C2)C 5-(2,4-ditert-butoxypyrimidin-5-yl)-1-methyl-3-[(1S)-1-(2-pyridyl)ethoxy]pyrazolo[3,4-c]pyridazine